1-methyl-4-[1-[3-(trifluoromethyl)phenyl]ethylamino]-6H-pyrido[3,4-d]pyridazin-7-one CC=1C=2C(C(=NN1)NC(C)C1=CC(=CC=C1)C(F)(F)F)=CNC(C2)=O